CC=1N=NC2=CC=C(C=C2C1)C1=CN=C(S1)NCC1CCOCC1 5-(3-methylcinnolin-6-yl)-N-((tetrahydro-2H-pyran-4-yl)methyl)thiazol-2-amine